6-[4-[acetyl(methyl)amino]-3-(trifluoromethyl)phenyl]-N-(3-pyridylmethyl)pyridine-3-carboxamide C(C)(=O)N(C1=C(C=C(C=C1)C1=CC=C(C=N1)C(=O)NCC=1C=NC=CC1)C(F)(F)F)C